3-(1H-pyrazol-4-yl)-1-[(4-methylphenyl)dioxy-λ6-sulfanyl]-5-[4-(4-methylpiperazin-1-yl)phenyl]pyrrolo[2,3-b]pyridine N1N=CC(=C1)C1=CN(C2=NC=C(C=C21)C2=CC=C(C=C2)N2CCN(CC2)C)[SH4]OOC2=CC=C(C=C2)C